(R)-4-((3-(4-(1H-Tetrazol-5-yl)piperazine-1-carbonyl)piperidin-1-yl)sulfonyl)-N,N-diethylbenzenesulfonamide N1N=NN=C1N1CCN(CC1)C(=O)[C@H]1CN(CCC1)S(=O)(=O)C1=CC=C(C=C1)S(=O)(=O)N(CC)CC